5-(5-bromo-3-(ethylsulfanyl)pyridin-2-yl)-2-(trifluoromethyl)pyrazolo[1,5-a]pyrimidine BrC=1C=C(C(=NC1)C1=NC=2N(C=C1)N=C(C2)C(F)(F)F)SCC